20-bromoeicosan-1-ol BrCCCCCCCCCCCCCCCCCCCCO